CC1=NN=C2N1C1=CC(=CC=C1C(=N2)NC2=CC=CC=C2)CN2CCOCC2 methyl-8-(morpholinomethyl)-N-phenyl-[1,2,4]triazolo[4,3-a]quinazolin-5-amine